C(C)(=O)C=1C=C(C=CC1)NC(=O)NC=1C=C2C(N(C(N(C2=CC1)CC1=CC=C(C=C1)[N+](=O)[O-])=O)CCOC)=O 1-(3-Acetylphenyl)-3-(3-(2-methoxyethyl)-1-(4-nitrobenzyl)-2,4-dioxo-1,2,3,4-tetrahydroquinazolin-6-yl)urea